4-(4-Fluoro-2-(trifluoromethyl)phenoxy)-2-vinyl-5,8-dihydropyrido[3,4-d]pyrimidine-7(6H)-carboxylic acid tert-butyl ester C(C)(C)(C)OC(=O)N1CC=2N=C(N=C(C2CC1)OC1=C(C=C(C=C1)F)C(F)(F)F)C=C